C(C)(C)(C)[C@@H]1CC=2C=C3C(=NC2CC1)SC(=N3)C(=O)N[C@H](CCN3CCC(CC3)O)C3=CC=C(C=C3)N3C(OCC3)=O |r| rac-(7S)-7-tert-butyl-N-[rac-(1R)-3-(4-hydroxy-1-piperidyl)-1-[4-(2-oxooxazolidin-3-yl)phenyl]propyl]-5,6,7,8-tetrahydrothiazolo[5,4-b]quinoline-2-carboxamide